[(1R)-1-methyl-2-trityloxy-ethyl]methanesulfonate C[C@H](COC(C1=CC=CC=C1)(C1=CC=CC=C1)C1=CC=CC=C1)CS(=O)(=O)[O-]